(2-(2-ethoxy-2-oxoethyl)-3H-imidazo[4,5-b]pyridin-5-yl) piperidine-1-carboxylate N1(CCCCC1)C(=O)OC1=CC=C2C(=N1)NC(=N2)CC(=O)OCC